(R)-1-cyclopropyl-6-fluoro-5-methyl-4-oxo-7-(2-((pyridin-2-yloxy)methyl)pyrrolidin-1-yl)-1,4-dihydroquinoline-3-carboxylic acid C1(CC1)N1C=C(C(C2=C(C(=C(C=C12)N1[C@H](CCC1)COC1=NC=CC=C1)F)C)=O)C(=O)O